C1(CC2C(CC1)O2)C[SiH](OCC)OCC 1-(3,4-epoxycyclohexyl)methyldiethoxysilane